CN1N=NC2=C1C(N(C1=C(C=CC=C21)N)C)C 3,4,5-trimethyl-4,5-dihydro-3H-[1,2,3]triazolo[4,5-c]quinolin-6-amine